4-methyl-5-(1-methyl-3-(3-nitrophenyl)-1H-pyrazol-4-yl)-4H-1,2,4-triazole-3-thiol CN1C(=NN=C1C=1C(=NN(C1)C)C1=CC(=CC=C1)[N+](=O)[O-])S